[N+](=O)([O-])C1=CC=C(C=C1)[C@H](CC=O)C (S)-3-(4-nitrophenyl)butanal